CC1(CCC=2C1=NC(=CC2CN2C[C@H](CCC2)C)C(=O)[O-])C.[Li+] lithium (S)-7,7-dimethyl-4-((3-methylpiperidin-1-yl)methyl)-6,7-dihydro-5H-cyclopenta[b]pyridine-2-carboxylate